O=C1NC(CCC1N1C(C2=CC=CC(=C2C1=O)N1CC(C1)CC(=O)O)=O)=O 2-{1-[2-(2,6-dioxopiperidin-3-yl)-1,3-dioxo-2,3-dihydro-1H-isoindol-4-yl]azetidin-3-yl}acetic acid